FC=1C=C(CN2N=C(C=CC2=O)C2=NC(=NO2)C2=CC=C(C=C2)C)C=CC1 2-(3-fluorobenzyl)-6-(3-(p-tolyl)-1,2,4-oxadiazol-5-yl)pyridazin-3(2H)-one